(S)-4-(6-chloro-7-(3-formylphenyl)-1-(2-isopropyl-4-methylpyridin-3-yl)-2-oxo-1,2-dihydropyrido[2,3-d]pyrimidine-4-yl)-3-methylpiperazine-1-carboxylic acid tert-butyl ester C(C)(C)(C)OC(=O)N1C[C@@H](N(CC1)C=1C2=C(N(C(N1)=O)C=1C(=NC=CC1C)C(C)C)N=C(C(=C2)Cl)C2=CC(=CC=C2)C=O)C